aluminum tris(N-nitroso-N-phenylhydroxylamine) N(=O)N(O)C1=CC=CC=C1.N(=O)N(O)C1=CC=CC=C1.N(=O)N(O)C1=CC=CC=C1.[Al]